(1R,2s,3R)-3-(6-Amino-9H-purin-9-yl)-1,2-cyclopentanediol NC1=C2N=CN(C2=NC=N1)[C@H]1[C@@H]([C@@H](CC1)O)O